pyrrolidine ammonium hydroxide [OH-].[NH4+].N1CCCC1